COCC1CC(C1)=O 3-(methoxymethyl)cyclobutan-1-one